N,O-bisacryloyl-L-phenylalaninol C(C=C)(=O)N[C@@H](CC1=CC=CC=C1)COC(C=C)=O